ClC1=CC=C(C=C1)C1=C(CCC(C1)(C)C)CN1CCN(CC1)C1=CC=C(C=C1)S(=O)(=O)NC(=O)C1CC=CCC1 N-([4-[4-[[2-(4-chlorophenyl)-4,4-dimethylcyclohexen-1-yl]methyl]piperazin-1-yl]phenyl]sulfonyl)cyclohex-3-ene-1-carboxamide